C(C)OC(CCCN1C[C@@H](CC1)NC(=O)OC(C)(C)C)=O.C1(CC1)NC(CN1N=C(N2C(=CC=3C=CC=CC23)C1=O)C)=O N-cyclopropyl-2-(4-methyl-1-oxo-[1,2,4]triazino[4,5-a]indol-2-yl)acetamide ethyl-(R)-4-(3-((tert-butoxycarbonyl)amino)pyrrolidin-1-yl)butanoate